1-(4-fluorobenzyl)-5-(1H-tetrazol-5-yl)-1H-indole-3-carbonitrile FC1=CC=C(CN2C=C(C3=CC(=CC=C23)C2=NN=NN2)C#N)C=C1